3-oxo-3-(4-(2-(trifluoromethyl)phenyl)piperidin-1-yl)propionic acid O=C(CC(=O)O)N1CCC(CC1)C1=C(C=CC=C1)C(F)(F)F